Cl.N[C@@H](CC(=O)OC)C=1C=C(C=CC1)C1=C(C=C(C=C1OCCCC=C)C)C Methyl (S)-3-amino-3-(2',4'-dimethyl-6'-(pent-4-en-1-yloxy)-[1,1'-biphenyl]-3-yl)propanoate hydrochloride